CC1=NOC(=C1C1=CC=C2C=3N([C@H](COC31)C3=NC=CC=C3)C(=N2)N2C[C@H](CC2)CNC(OC)=O)C methyl {(3R)-1-[(4S)-7-(3,5-dimethylisoxazol-4-yl)-4-pyridin-2-yl-4,5-dihydroimidazo[1,5,4-de][1,4]benzoxazin-2-yl]pyrrolidin-3-yl}methylcarbamate